S1(=O)(=O)C=CCC1 2-Sulfolene